C(C)(C)(C)C=1N(C=CN1)CC1=CC=C(C=C1)C=1C(=CC=C(C1)CC(C)C)S(=O)(=O)NC=1N=NC(=CC1)OC 4'-((2-(Tert-butyl)-1H-imidazol-1-yl)methyl)-5-isobutyl-N-(6-methoxypyridazin-3-yl)-[1,1'-biphenyl]-2-sulphonamide